C1(=CC=C(C=C1)[C@@H]1NC2=C(OC1=O)C=CC=C2)C (+)-(S)-3-(p-Tolyl)-3,4-dihydro-2H-benzo[b][1,4]oxazin-2-one